NC1=NC(=C(C=C1C=1C=C2CCNC(C2=CC1)=O)C1=CC(=C(C=C1)N1CCOCC1)CN(CC)CC)F 6-(2-amino-5-(3-((diethylamino)methyl)-4-morpholinophenyl)-6-fluoropyridin-3-yl)-3,4-dihydroisoquinolin-1(2H)-one